CC(C[Al](CC(C(CC)C)C)CC(C(CC)C)C)C(CC)C tris(2,3-dimethylpentyl)aluminum